2-cyclopropyl-2'-((4-(7-((1-ethyl-2-oxo-2,3-dihydro-1H-benzo[d]imidazol-5-yl)methyl)-2,7-diazaspiro[4.4]nonan-2-yl)pyrimidin-5-yl)oxy)-5'-fluoro-[1,1'-biphenyl]-4-carbonitrile C1(CC1)C1=C(C=CC(=C1)C#N)C1=C(C=CC(=C1)F)OC=1C(=NC=NC1)N1CC2(CC1)CN(CC2)CC2=CC1=C(N(C(N1)=O)CC)C=C2